(R)-3-(hydroxy(5-(5-(2-hydroxypropan-2-yl)-1,2,4-oxadiazol-3-yl)pyridin-3-yl)(4-(pentafluoro-λ6-sulfaneyl)phenyl)methyl)-3-methylazetidine-1-carboxylic acid tert-butyl ester C(C)(C)(C)OC(=O)N1CC(C1)(C)[C@](C1=CC=C(C=C1)S(F)(F)(F)(F)F)(C=1C=NC=C(C1)C1=NOC(=N1)C(C)(C)O)O